C(=O)C1=NC=CC(=N1)C#N 2-FORMYLPYRIMIDINE-4-CARBONITRILE